Cl.Cl.Cl.Cl.N[C@H](C(=O)NCCN(C(CCCCCN=[N+]=[N-])=O)CCNC([C@H](CCCCN)N)=O)CCCCN (S)-2,6-diamino-N-(2-(6-azido-N-(2-((S)-2,6-diaminohexanamido)ethyl)hexanamido)ethyl)hexanamide tetrahydrochloride